BrC1=C(CC=CC(=O)NC2=CC(=C(C(=C2)OC)OC)OC)C=CC(=C1OC)OC 3-(2-bromo-3,4-dimethoxy-benzyl)-N-(3,4,5-trimethoxyphenyl)-acrylamide